[N+](=O)([O-])CC1(COC1)CC(=O)OCC Ethyl 2-[3-(nitromethyl)oxetan-3-yl]acetate